2-fluoro-5-(3-fluoro-3-((4-(7-isopropoxy-6-(pyrazolo[1,5-a]pyrimidine-3-carboxamido)imidazo[1,2-a]pyridin-2-yl)piperazin-1-yl)methyl)azetidin-1-yl)benzoic acid FC1=C(C(=O)O)C=C(C=C1)N1CC(C1)(CN1CCN(CC1)C=1N=C2N(C=C(C(=C2)OC(C)C)NC(=O)C=2C=NN3C2N=CC=C3)C1)F